Cl.N1CCC(CC1)C=1C=NC(=NC1)NC1C(NC(CC1)=O)=O 3-[[5-(4-piperidyl)pyrimidin-2-yl]amino]piperidine-2,6-dione HCl salt